CN1CC(C1)(CCOCCCCCCCC\C=C/C\C=C/CCCCC)CCOCCCCCCCC\C=C/C\C=C/CCCCC 1-methyl-3,3-bis(2-(((9Z,12Z)-octadec-9,12-dien-1-yl)oxy)ethyl)azetidine